N,N'-dimethyldiethyltoluenediamine CNC(C1=C(C=CC=C1)CC)(NC)CC